CC1CC(C1)(C1=NN=CN1C)C=1C=C(C=CC1)NC(=O)C=1C(N(C=C(C1)CN1CCCCC1)CC(F)(F)F)=O N-(3-((1s,3s)-3-methyl-1-(4-methyl-4H-1,2,4-triazol-3-yl)cyclobutyl)phenyl)-2-oxo-5-(piperidin-1-ylmethyl)-1-(2,2,2-trifluoroethyl)-1,2-dihydropyridine-3-carboxamide